[Si](C)(C)(C(C)(C)C)OC=1C=C(C=CC1)N(S(=O)(=O)C)CC(=O)NC1=C(C=CC=C1)SC1=CC=CC=C1 2-(N-(3-((tert-butyl-dimethylsilyl)oxy)phenyl)methylsulfonamido)-N-(2-(phenylthio)phenyl)acetamide